5H,6H,7H,8H-imidazo[1,2-a]pyrazine N=1C=CN2C1CNCC2